C=CC(CCCCCCCCCCCCCCC)O octadecen-3-ol